COC1=CC=C(C=C1)C(=O)N1CCN(CC1)CCCC1=CC=CC=C1 (4-Methoxy-phenyl)-[4-(3-phenylpropyl)piperazin-1-yl]methanone